FC1=C(C=CC(=C1C)NC1=NC(=CC=C1[N+](=O)[O-])C1=CC=CC=C1)NC(=O)C1CC2(CC(C2)C(=O)OC)C1 methyl 6-[[2-fluoro-3-methyl-4-[(3-nitro-6-phenyl-2-pyridyl)amino]phenyl]carbamoyl]spiro[3.3]heptane-2-carboxylate